Ethyl 4-(1-(4-chloro-2-fluorophenyl)ethoxy)-5-(methylcarbamoyl)-1H-pyrrole-2-carboxylate ClC1=CC(=C(C=C1)C(C)OC=1C=C(NC1C(NC)=O)C(=O)OCC)F